C(C)(C)(C)OC(=O)NC1=NN(C2=CC=C(C=C12)C(=O)OC)C methyl 3-[(tert-Butoxycarbonyl) amino]-1-methylindazole-5-carboxylate